Lithium 5-(((tert-butoxycarbonyl)(2-((tert-butyldimethylsilyl)oxy)ethyl)amino)methyl)-3-methylpicolinate C(C)(C)(C)OC(=O)N(CCO[Si](C)(C)C(C)(C)C)CC=1C=C(C(=NC1)C(=O)[O-])C.[Li+]